2-(methyl)adenine CC1=NC(=C2NC=NC2=N1)N